3-bromo-5-(3-chloro-4-fluorophenoxy)-1-(2-methoxyethyl)-1H-1,2,4-triazole BrC1=NN(C(=N1)OC1=CC(=C(C=C1)F)Cl)CCOC